2,3-difluoroheptanamide FC(C(=O)N)C(CCCC)F